4-(6-Nitrobenzo[d]oxazol-2-yl)picolinic acid ethyl ester C(C)OC(C1=NC=CC(=C1)C=1OC2=C(N1)C=CC(=C2)[N+](=O)[O-])=O